FC(CC(=O)O)(C1=CC=C(C=C1)C(C(F)(F)F)(F)F)F β,β-difluoro-4-(1,1,2,2,2-pentafluoroethyl)-benzenepropanoic acid